COC=1C=C2CCN(CC2=CC1NC1=NC=C2C(=N1)N(N=C2C)[C@H]2C[C@@H](CCC2)C(=O)N)C (1R,3R)-3-(6-((6-methoxy-2-methyl-1,2,3,4-tetrahydroisoquinolin-7-yl)amino)-3-methyl-1H-pyrazolo[3,4-d]pyrimidin-1-yl)cyclohexane-1-carboxamide